3-((4-amino-6-chloro-1H-pyrazolo[3,4-d]pyrimidin-1-yl)methyl)-5-(2-(5-(((tert-butyldimethylsilyl)oxy)methyl)-2-oxopyridin-1(2H)-yl)ethyl)benzaldehyde NC1=C2C(=NC(=N1)Cl)N(N=C2)CC=2C=C(C=O)C=C(C2)CCN2C(C=CC(=C2)CO[Si](C)(C)C(C)(C)C)=O